S1C2=C(C=C1CN1[C@H]3CC(C[C@@H]1CCC3)NC(C3=CC(=C(C(=C3)OC)OC)OC)=O)C=CC=C2 N-((1R,3s,5S)-9-(benzo[b]thiophen-2-ylmethyl)-9-azabicyclo[3.3.1]nonan-3-yl)-3,4,5-trimethoxybenzamide